ClC1=NC(=CC(=C1)C1(CC(C1)=O)C1=NN=CN1C)Cl 3-(2,6-dichloropyridin-4-yl)-3-(4-methyl-4H-1,2,4-triazol-3-yl)cyclobutan-1-one